C12(CC3(CC(CC(C1)C3)C2)C(=O)Cl)C(=O)Cl 1,3-adamantanedicarbonyl chloride